ClC1=CC=2N(C=C1)C(=CN2)C2=CC=C(C=C2)[N+](=O)[O-] 7-chloro-3-(4-nitrophenyl)imidazo[1,2-a]pyridine